t-butyl (Z)-3-iodoacrylate I\C=C/C(=O)OC(C)(C)C